bis(2,2,2-trichloroethoxy)propane ClC(COC(C)(C)OCC(Cl)(Cl)Cl)(Cl)Cl